8-(piperazin-1-yl)imidazo[1,5-a]pyridine-6-sulfonamide formate C(=O)O.N1(CCNCC1)C=1C=2N(C=C(C1)S(=O)(=O)N)C=NC2